δ-aminobutylglycine 2-(2-hydroxyethoxy)ethyl-(2-hydroxyethyl)terephthalate OCCOCCC=1C(=C(C(=O)O)C=CC1C(=O)O)CCO.NCCCCNCC(=O)O